Isopropyl (Chloro(phenoxy)phosphoryl)-l-alaninate ClP(=O)(OC1=CC=CC=C1)N[C@@H](C)C(=O)OC(C)C